BrC1=NN(C(=C1)C(=O)NC1=C(C=C(C=C1C)Cl)/C=N/O)C1=C(C=C(C=C1Br)Br)Br (E)-3-bromo-N-(4-chloro-2-((hydroxyimino)methyl)-6-methylphenyl)-1-(2,4,6-tribromophenyl)-1H-pyrazole-5-carboxamide